4,7,10,13,16,19-docosahexaen-1-ol C(CCC=CCC=CCC=CCC=CCC=CCC=CCC)O